BrC1=C2C(=NC=C1Cl)NC=C2 4-bromo-5-chloro-1H-pyrrolo[2,3-b]pyridine